4-methylcarboxymethyl-1,2,3-trimethyl-1,4-dihydropyrimidinium CC1N(C([N+](C=C1)(C)CC(=O)O)C)C